OC1=C(C=NC=C1)NC(=O)C1CCCCC1 N-(4-hydroxypyridin-3-yl)cyclohexanecarboxamide